1-methyl-4-(3-methyl-2-oxo-2,3-dihydro-1H-pyrido[2,3-b][1,4]Oxazine-6-Yl)-1H-1,2,3-triazole-5-carboxylic acid CN1N=NC(=C1C(=O)O)C=1C=CC2=C(OC(C(N2)=O)C)N1